(E)-4-fluorobut-2-enamide FC/C=C/C(=O)N